C(CCC)C1(N(S(C2=C(N(C1)C1=CC=CC=C1)C=C(C(=C2)CO)OC)(=O)=O)CC2=CC=C(C=C2)OC)CC 3-butyl-3-ethyl-8-(hydroxymethyl)-7-methoxy-2-(4-methoxybenzyl)-5-phenyl-2,3,4,5-tetrahydro-1,2,5-benzothiadiazepine 1,1-dioxide